3-(3-chloro-4-fluorophenyl)-1-(2-methoxypyridin-4-yl)-1-((5-(trifluoromethyl)-1H-pyrazol-3-yl)methyl)urea ClC=1C=C(C=CC1F)NC(N(CC1=NNC(=C1)C(F)(F)F)C1=CC(=NC=C1)OC)=O